NC1=NC2=CC=C(C=C2C=N1)C=1C(=C(C=CC1F)NS(=O)(=O)C1=C(C=CC(=C1)Cl)OC)F N-(3-(2-aminoquinazolin-6-yl)-2,4-difluorophenyl)-5-chloro-2-methoxybenzenesulfonamide